NC1=C(C=C(C#N)C=C1)NC[C@@]1(CC2(OCCO2)CCC1(F)F)C (S)-4-Amino-3-(((8,8-difluoro-7-methyl-1,4-dioxaspiro[4.5]decan-7-yl)methyl)amino)benzonitrile